IC1=C(C=C(C(=C1)C)C)N=C=S 2-iodo-4,5-dimethylphenyl isothiocyanate